C(C)OC(=O)C1=C(NC=C1C1=CC=C(C=C1)C)C(F)(F)F 4-(p-tolyl)-2-(trifluoromethyl)-1H-pyrrole-3-carboxylic acid ethyl ester